tert-butyl 4-(bis(1-methyl-1H-indazol-5-yl)methyl)piperazine-1-carboxylate CN1N=CC2=CC(=CC=C12)C(N1CCN(CC1)C(=O)OC(C)(C)C)C=1C=C2C=NN(C2=CC1)C